4-chloro-2-(1-((5-cyclopropyl-3-fluoro-2-methoxyphenyl)sulfonyl)-2,2-dimethylpiperidin-4-yl)-5-((((R)-tetrahydro-2H-pyran-3-yl)methyl)amino)pyridazin-3(2H)-one ClC=1C(N(N=CC1NC[C@@H]1COCCC1)C1CC(N(CC1)S(=O)(=O)C1=C(C(=CC(=C1)C1CC1)F)OC)(C)C)=O